(S)-2-amino-3-(3,4-dihydroxyphenyl)propanoic acid N[C@H](C(=O)O)CC1=CC(=C(C=C1)O)O